ClC=1C=C(C=C(C1)C)N1CC(CC1=O)C(=O)O 1-(3-chloro-5-methylphenyl)-5-oxopyrrolidine-3-carboxylic acid